C(C1=CC=CC=C1)N([C@@H]1[C@H]([C@H](N(C1)C(=O)OC(C)(C)C)C(=O)OC)CCCB1OC(C(O1)(C)C)(C)C)C 1-(tert-butyl) 2-methyl (2S,3R,4R)-4-(benzyl(methyl)amino)-3-(3-(4,4,5,5-tetramethyl-1,3,2-dioxaborolan-2-yl)propyl)pyrrolidine-1,2-dicarboxylate